C(C)(=O)OC(C)(C)C mono(tert-butyl) acetate